[N+](=O)([O-])C1=C(C(=O)NC=2SC(=CN2)[N+](=O)[O-])C=CC=C1 2-nitro-N-(5-nitrothiazol-2-yl)benzamide